C(C)(C)(C)OC(=O)N1CC(CCC1)NC1=NC=C(C(=N1)Cl)C(F)(F)F 3-((4-chloro-5-(trifluoromethyl)pyrimidin-2-yl)amino)piperidine-1-carboxylic acid tert-butyl ester